2-phenyl-6-ethyltrimethoxysilyl-hexamethylcyclotetrasiloxane C1(=CC=CC=C1)[Si]1(O[Si](O[Si](O[Si](O1)(C)C)(CC)C)(C)C)C[Si](OC)(OC)OC